CN1[C@H](CN(CC1)C)C=CC(=O)OCC1=CC=CC=C1 benzyl 3-[(2S)-1,4-dimethylpiperazin-2-yl]prop-2-enoate